(R)-dimethyl-(3-(3-methyl-1H-pyrazol-5-yl)-5-(3-methylmorpholino)isothiazolo[4,5-b]pyridin-7-yl)phosphine oxide CP(C1=C2C(=NC(=C1)N1[C@@H](COCC1)C)C(=NS2)C2=CC(=NN2)C)(C)=O